bicyclo[2.2.2]octane-1,4-diyldimethanol C12(CCC(CC1)(CC2)CO)CO